N-(3-((S)-1-((2-amino-5-(1-methyl-1H-pyrazol-4-yl)pyridin-3-yl)oxy)ethyl)phenyl)-3-(methylsulfinyl)benzamide NC1=NC=C(C=C1O[C@@H](C)C=1C=C(C=CC1)NC(C1=CC(=CC=C1)S(=O)C)=O)C=1C=NN(C1)C